C(C[C@@H](C(=O)O)N)CN.C(CC(=O)O)C(=O)C(=O)O L-ornithine α-ketoglutarate